(7R)-2-{2-[1-(cyclopropylmethyl)-6-(4-methoxypiperidin-1-yl)-1H-indol-2-yl]-7-methoxy-1-methyl-1H-1,3-benzodiazole-5-carbonyl}-2-azabicyclo[2.2.1]heptan-7-amine C1(CC1)CN1C(=CC2=CC=C(C=C12)N1CCC(CC1)OC)C1=NC2=C(N1C)C(=CC(=C2)C(=O)N2C1CCC(C2)[C@H]1N)OC